ClC1=CC=C(C=N1)C=CC(=O)OCC ethyl 3-(6-chloro-pyridin-3-yl)-acrylate